BrCC=1C=C2C=CNC2=C(C1)[N+](=O)[O-] 5-(bromomethyl)-7-nitro-1H-indole